C(C1=CC=CC=C1)[N+]1=CC=CC=C1 BENZYLPYRIDINIUM